((6-(2-methoxyphenyl)-5,6,7,8-tetrahydro-2,6-naphthyridin-3-yl)methyl)carbamic acid tert-butyl ester C(C)(C)(C)OC(NCC=1N=CC=2CCN(CC2C1)C1=C(C=CC=C1)OC)=O